O[C@@](C1(CN(C1)C(=O)OC(C)(C)C)C)(C1=CC=C(C=C1)C(C)C)C=1C=NC=C(C1)/C(/N)=N/O tert-butyl (R,Z)-3-(hydroxy(5-(N'-hydroxycarbamimidoyl)pyridin-3-yl)(4-isopropylphenyl)methyl)-3-methylazetidine-1-carboxylate